(S)-N-(5-(2-(2-aminopyridin-3-yl)-5-(1H-pyrazol-1-yl)-3H-imidazo[4,5-b]pyridin-3-yl)-2,3-dihydro-1H-inden-1-yl)-5-methoxynicotinamide NC1=NC=CC=C1C1=NC=2C(=NC(=CC2)N2N=CC=C2)N1C=1C=C2CC[C@@H](C2=CC1)NC(C1=CN=CC(=C1)OC)=O